COC1=CC=C(C=C1)/C=C/C(=O)NC1=C(C=CC=C1)OCCC1=CC=CC=C1 (E)-3-(4-methoxyphenyl)-N-(2-phenethoxyphenyl)acrylamide